NC1=C(C(=NC=N1)OC1=C(C=C(C=C1)NC(=O)C=1C(N(C=CC1)C1=CC=C(C=C1)C(F)(F)F)=O)F)F N-(4-((6-amino-5-fluoropyrimidin-4-yl)oxy)-3-fluorophenyl)-2-oxo-1-(4-(trifluoromethyl)phenyl)-1,2-dihydropyridine-3-carboxamide